sodium ammonium decavanadate [NH4+].[O-][V](=O)=O.[O-][V](=O)=O.[Na+]